phenyl phosphonate diformate C(=O)O.C(=O)O.P(OC1=CC=CC=C1)(O)=O